C(=O)(OCC1C2=CC=CC=C2C2=CC=CC=C12)N[C@@H](CCC(=O)O)C(=O)O Fmoc-L-glutamic acid